diaminonickel N[Ni]N